6-(hydroxymethyl)-2-oxo-1,2-dihydropyridine-3-carboxamide OCC1=CC=C(C(N1)=O)C(=O)N